CS(=O)(=O)C=1C=NC=C(C(=O)NCC2=NC=C3C=CC(=NC3=C2)C2=NC(=CC=C2)NCCCN2C(CCC2)=O)C1 5-(methylsulfonyl)-N-((2-(6-((3-(2-oxopyrrolidin-1-yl)propyl)amino)pyridin-2-yl)-1,6-naphthyridin-7-yl)methyl)nicotinamide